COC1=C(C(=O)O)C=C(C=C1)CC(C)=O 2-methoxy-5-(2-oxo-propyl)benzoic acid